4-(8-fluoro-3-quinolylamino)-2-[3-methoxy-4-(3-piperidinopropoxy)phenylamino]pyrimidine FC=1C=CC=C2C=C(C=NC12)NC1=NC(=NC=C1)NC1=CC(=C(C=C1)OCCCN1CCCCC1)OC